(S)-4-ethoxy-N-(7-fluoro-2-methyl-2H-indazol-5-yl)-2-(3-methylpiperazin-1-yl)pyrimidine-5-carboxamide formate C(=O)O.C(C)OC1=NC(=NC=C1C(=O)NC1=CC2=CN(N=C2C(=C1)F)C)N1C[C@@H](NCC1)C